methyl N-(tert-butoxycarbonyl)-N,β,β-trimethyl-L-phenylalaninate C(C)(C)(C)OC(=O)N([C@@H](C(C1=CC=CC=C1)(C)C)C(=O)OC)C